N-(2-methyl-1-(3-(trifluoromethyl)benzyl)-1H-indol-5-yl)acrylamide CC=1N(C2=CC=C(C=C2C1)NC(C=C)=O)CC1=CC(=CC=C1)C(F)(F)F